CNC1=CC=C(C=N1)C1=CN=C2C(=N1)N(C(CN2)=O)CCC2CCOCC2 7-(6-(methylamino)pyridin-3-yl)-1-(2-(tetrahydro-2H-pyran-4-yl)ethyl)-3,4-dihydropyrazino[2,3-b]pyrazin-2(1H)-one